2-[2-(cyclopropylmethyl)-1-[(3,5-difluoro-4-sulfamoyl-phenyl)methyl]-5-[3-[2-(5-methyl-2-thienyl)ethynyl]phenyl]pyrrol-3-yl]thiazole-4-carboxylic acid C1(CC1)CC=1N(C(=CC1C=1SC=C(N1)C(=O)O)C1=CC(=CC=C1)C#CC=1SC(=CC1)C)CC1=CC(=C(C(=C1)F)S(N)(=O)=O)F